C(#N)C1=C(OC=2C(=C3C(N(C=NC3=CC2)[C@H]2COC3(C2)CCN(CC3)C(=O)OC(C)(C)C)=O)F)C(=CC=C1F)F tert-butyl (3R)-3-[6-(2-cyano-3,6-difluoro-phenoxy)-5-fluoro-4-oxo-quinazolin-3-yl]-1-oxa-8-azaspiro[4.5]decane-8-carboxylate